[Si](C)(C)(C(C)(C)C)OCCC1CC(C2=CC=CC=C2C1)NC(=O)C=1C(NC(=CC1)C(F)(F)F)=O N-(3-(2-((tert-butyldimethylsilyl)oxy)ethyl)-1,2,3,4-tetrahydronaphthalen-1-yl)-2-oxo-6-(trifluoromethyl)-1,2-dihydropyridine-3-carboxamide